BrC1=CC(=C2C(N(C(C2=C1)=O)CC1=CC=C(C=C1)Cl)(O)C1=CC=C(C=C1)Cl)F 6-bromo-2-(4-chlorophenylmethyl)-3-(4-chlorophenyl)-4-fluoro-3-hydroxyisoindolin-1-one